C(C1=CC=CC=C1)NC1=NC(=NN2C1=CC=C2)N2C(=CC1=C(C=CC=C21)NS(=O)(=O)C2CC2)C N-(1-(4-(benzylamino)pyrrolo[2,1-f][1,2,4]triazin-2-yl)-2-methyl-1H-indol-4-yl)cyclopropanesulfonamide